FC1=CC=C(C=C1)[C@@H]1N(CCC2=CC=CC=C12)C(=O)[C@@H]1OCC([C@H](C1)NC(OC(C)(C)C)=O)=C tert-butyl ((2R,4S)-2-((S)-1-(4-fluorophenyl)-1,2,3,4-tetrahydroisoquinoline-2-carbonyl)-5-methylenetetrahydro-2H-pyran-4-yl)carbamate